3-chloro-5-(2,2-difluoroethoxy)-4-(5-(3,5-dimethylisoxazol-4-yl)-1-phenyl-1H-pyrrolo[2,3-b]pyridin-3-yl)benzoic acid ClC=1C=C(C(=O)O)C=C(C1C1=CN(C2=NC=C(C=C21)C=2C(=NOC2C)C)C2=CC=CC=C2)OCC(F)F